C(C1=CC=CC=C1)N1[C@H]2CC(C[C@@H]1CC2)NC(=O)C2=CC=C1C=NNC1=C2 N-((1R,3s,5S)-8-benzyl-8-azabicyclo[3.2.1]octan-3-yl)-1H-indazole-6-carboxamide